propane-amine C(CC)N